C(C1=CC=CC=C1)N1C(C(C2=CC(=CC=C12)F)(C(=C)C#N)OC([O-])=O)=O 1-benzyl-3-(1-cyanovinyl)-5-fluoro-2-oxoindolin-3-ylcarbonate